2-((3aR,5s,6aS)-5-(2-fluoro-3-methoxyphenoxy)hexahydrocyclopenta[c]pyrrol-2(1H)-yl)-1-(5-hydroxypyridin-2-yl)ethanone FC1=C(OC2C[C@@H]3[C@@H](CN(C3)CC(=O)C3=NC=C(C=C3)O)C2)C=CC=C1OC